2-bromo-N-(4-cyanobicyclo[2.2.2]oct-1-yl)-5-(trifluoromethyl)benzamide BrC1=C(C(=O)NC23CCC(CC2)(CC3)C#N)C=C(C=C1)C(F)(F)F